2,6-dithia-1,7-heptanediol C(SCCCSCO)O